N-(1-Acryloylindolin-6-yl)-1-(4-fluorobenzyl)-7-methyl-5-(1H-pyrrole-2-carbonyl)-4,5,6,7-tetrahydro-1H-pyrazolo[4,3-c]Pyridine-3-carboxamide C(C=C)(=O)N1CCC2=CC=C(C=C12)NC(=O)C1=NN(C2=C1CN(CC2C)C(=O)C=2NC=CC2)CC2=CC=C(C=C2)F